COC(C1=CC2=C(C(=NO2)N)C=C1)OC 6-(dimethoxymethyl)benzo[d]Isoxazol-3-amine